FC1=C(C=O)C=C(C(=C1)C1=C2C([Si](C3=C1C=CC(=C3)O)(C)C)=CC(C=C2)=O)C 2-Fluoro-4-(7-hydroxy-5,5-dimethyl-3-oxo-3,5-dihydrodibenzo[b,e]silin-10-yl)-5-methylbenzaldehyde